(R)-3-(1-(7-(5-bromo-1H-pyrazol-4-yl)-4-oxoquinazolin-3(4H)-yl)ethyl)-N-(4-fluorophenyl)benzamide ethyl-1-(4-bromophenoxy)cyclopropane-1-carboxylate C(C)OC(=O)C1(CC1)OC1=CC=C(C=C1)Br.BrC1=C(C=NN1)C1=CC=C2C(N(C=NC2=C1)[C@H](C)C=1C=C(C(=O)NC2=CC=C(C=C2)F)C=CC1)=O